pyrimidinylcarbonyl chloride N1=C(N=CC=C1)C(=O)Cl